3-(5-(difluoromethyl)-1,3,4-thiadiazol-2-yl)-8-(4-isobutyrylpiperazin-1-yl)-N-(4-methoxybenzyl)-N-(1-(methyl-d3)cyclopropyl)imidazo[1,5-a]pyridine-6-sulfonamide FC(C1=NN=C(S1)C1=NC=C2N1C=C(C=C2N2CCN(CC2)C(C(C)C)=O)S(=O)(=O)N(C2(CC2)C([2H])([2H])[2H])CC2=CC=C(C=C2)OC)F